iron-nickel-copper [Cu].[Ni].[Fe]